C(C=C)OC1(CCCCCC1)CN1N=CC=C1C 1-((1-(allyloxy)cycloheptyl)methyl)-5-methyl-1H-pyrazole